(1s,2r)-N-(4-(2,6-dimethoxyphenyl)-5-(5-methyl-3-pyridinyl)-4H-1,2,4-triazol-3-yl)-1-methoxy-1-(5-methyl-2-pyrazinyl)-2-propanesulfonamide COC1=C(C(=CC=C1)OC)N1C(=NN=C1C=1C=NC=C(C1)C)NS(=O)(=O)[C@@H]([C@H](C1=NC=C(N=C1)C)OC)C